NC1=NC=C(C(=N1)C1=CC=C(C=C1)NC1=NC(=NC=C1)NC1=CC(=CC=C1)Cl)C N4-(4-(2-amino-5-methylpyrimidin-4-yl)phenyl)-N2-(3-chlorophenyl)pyrimidine-2,4-diamine